CC1(OCC(CO1)C1N[C@@H](CC=2C3=CC=CC=C3NC12)C(=O)O)C (3S)-1-(2,2-dimethyl-1,3-dioxan-5-yl)-1,2,3,4-tetrahydro-beta-carboline-3-carboxylic acid